4-fluoro-1-[2-(2-oxo-1,2-dihydropyridin-1-yl)acetyl]-N-{phenyl[4-(propan-2-yl)phenyl]methyl}pyrrolidine-2-carboxamide FC1CC(N(C1)C(CN1C(C=CC=C1)=O)=O)C(=O)NC(C1=CC=C(C=C1)C(C)C)C1=CC=CC=C1